Tert-butyl 3-chloro-7,8-dihydro-5H-1,6-naphthyridine-6-carboxylate ClC=1C=NC=2CCN(CC2C1)C(=O)OC(C)(C)C